C(CCC)C=1C=C(C=C(C1O)CCCC)CCC(=O)OC(CCCCC)OC(CCC1=CC(=C(C(=C1)CCCC)O)CCCC)=O hexanediol bis[beta-(3,5-dibutyl-4-hydroxyphenyl) propionate]